CO[Si]1(N(CCC1)CCCCCCCC[Si](OC)(OC)OC)OC 2,2-dimethoxy-N-(trimethoxysilyloctyl)-1-aza-2-silacyclopentane